(S)-tert-butyl((3'-(2-(1-(1-(methylsulfonyl)-1H-pyrrole-3-carbonyl)azetidine-2-carboxamido)thiazol-4-yl)-[1,1'-biphenyl]-3-yl)methyl)carbamate C(C)(C)(C)OC(NCC=1C=C(C=CC1)C1=CC(=CC=C1)C=1N=C(SC1)NC(=O)[C@H]1N(CC1)C(=O)C1=CN(C=C1)S(=O)(=O)C)=O